O=C1NC(CCC1N1C(C2=CC=CC(=C2C1)N(C1CCC(CC1)C(=O)NC)CCCCC)=O)=O (1s,4s)-4-((2-(2,6-dioxopiperidin-3-yl)-1-oxoisoindolin-4-yl)(pentyl)amino)-N-methylcyclohexanecarboxamide